Cl.C(C)OC(=O)C1(CC1)C1=C(C(=CC=C1)C(C)N)F 1-(3-(1-aminoethyl)-2-fluorophenyl)cyclopropane-1-carboxylic acid ethyl ester hydrochloride